(R*)-1-(7-fluoro-10H-benzo[5,6][1,4]dioxepino[2,3-b]pyridin-10-yl)-N-methylmethanamine FC=1C=CC2=C(OC=3C(=NC=CC3)O[C@H]2CNC)C1 |o1:14|